BrC1=CC=C(C=C1)CC(=O)N(C)C 2-(4-bromophenyl)-N,N-dimethyl-acetamide